N-(5-(3-(5-azaspiro[3.5]nonan-5-yl)propanamido)-2-methylpyridin-3-yl)-7-(1-methyl-1H-pyrazol-4-yl)-[1,2,4]triazolo[4,3-a]pyridine-3-carboxamide C1CCC12N(CCCC2)CCC(=O)NC=2C=C(C(=NC2)C)NC(=O)C2=NN=C1N2C=CC(=C1)C=1C=NN(C1)C